ClC1=CC(=C(C(=O)N=S(CC=2N=C3N(C=CC(=C3)C3=NOC(=N3)C(F)(F)F)C2)(=O)C)C=C1)F 4-chloro-2-fluoro-N-(methyl(oxo)((7-(5-(trifluoromethyl)-1,2,4-oxadiazol-3-yl)imidazo[1,2-a]pyridin-2-yl)methyl)-λ6-sulfaneylidene)benzamide